N1(CCOCC1)C(=O)C1=NC=C(C=N1)NC(O[C@H](C)[C@H](C)OC1=CC2=C(N=C(S2)C2=C3N=CC(=NC3=CC(=C2)C)OC)C=C1F)=O (2R,3S)-3-((5-fluoro-2-(2-methoxy-7-methylquinoxalin-5-yl)benzo[d]thiazol-6-yl)oxy)butan-2-yl (2-(morpholine-4-carbonyl)pyrimidin-5-yl)carbamate